N(=[N+]=[N-])[C@@H]1C[C@H](N(CC1)C(=O)OC(C)(C)C)CCO[Si](C)(C)C(C)(C)C tert-butyl (2S,4S)-4-azido-2-(2-((tert-butyldimethylsilyl)oxy)ethyl)piperidine-1-carboxylate